ClC1=C(C(=NC(=N1)SCCC)NCCCCC)N 6-Chloro-N4-pentyl-2-(propylsulfanyl)pyrimidine-4,5-diamine